1,1-dimethylethyl [(R)-3-amino-1-methylpropyl]carbamate NCC[C@@H](C)NC(OC(C)(C)C)=O